4-Methoxybenzyl (S)-2-((tert-butoxycarbonyl) amino)-3,3-dicyclohexylpropionate C(C)(C)(C)OC(=O)N[C@H](C(=O)OCC1=CC=C(C=C1)OC)C(C1CCCCC1)C1CCCCC1